(3R,4S)-3-amino-4-methoxypyrrolidine N[C@@H]1CNC[C@@H]1OC